C1=NC(=C2C(=N1)N(C=N2)[C@H]3[C@@H]([C@@H]([C@H](O3)COP(=O)([O-])[O-])O)O)N The molecule is a nucleoside 5'-monophosphate(2-) that results from the removal of two protons from the phosphate group of adenosine 5'-monophosphate (AMP). It has a role as a human metabolite, a fundamental metabolite and a cofactor. It is a conjugate base of an adenosine 5'-monophosphate.